C(C=C)C1=C(C=CC=C1)C(=O)OC1=CC=CC=C1 allyl(phenoxycarbonyl)benzene